OC1CN(CCN1O)C1=CC=CC=2OCCOC21 5-(3,4-dihydroxypiperazin-1-yl)-2,3-dihydro-1,4-benzodioxine